4-[6-(4-Aminopiperidin-1-yl)-3-(1-methyl-1H-indazol-5-yl)pyrazin-2-yl]-2-fluorobenzonitril NC1CCN(CC1)C1=CN=C(C(=N1)C1=CC(=C(C#N)C=C1)F)C=1C=C2C=NN(C2=CC1)C